[Cu].[Sn].[Zn] zinc-tin-copper